C(C)(C)(C)OC(NCCOCCOCCOCCOCCOC1=CC=C(C=C1)C(NC1C(C(C1(C)C)OC1=CC(=C(C=C1)C#N)Cl)(C)C)=O)=O tert-butyl-N-[2-[2-[2-[2-[2-[4-[[3-(3-chloro-4-cyano-phenoxy)-2,2,4,4-tetramethyl-cyclobutyl]-carbamoyl]phenoxy]ethoxy]ethoxy]ethoxy]ethoxy]ethyl]carbamate